2-Fluoro-6-methoxy-5-((4-methoxybenzyl)amino)-3-nitrobenzoic acid methyl ester COC(C1=C(C(=CC(=C1OC)NCC1=CC=C(C=C1)OC)[N+](=O)[O-])F)=O